(R)-(1-(3-(3-methyl-1H-pyrazol-5-yl)-5-(3-methylmorpholino)isothiazolo[4,5-b]pyridin-7-yl)-1H-1,2,4-triazol-3-yl)methanol CC1=NNC(=C1)C1=NSC=2C1=NC(=CC2N2N=C(N=C2)CO)N2[C@@H](COCC2)C